1-Cyclopentylethylchloromethyl carbonate C(OC(Cl)C(C)C1CCCC1)([O-])=O